ClC1=CC=C(CNC(=O)[C@]2(C=3C=CC=NC3[C@H](CC2)O)F)C=C1 (5S,8S)-N-(4-chlorobenzyl)-5-fluoro-8-hydroxy-5,6,7,8-tetrahydroquinoline-5-carboxamide